4-styrylphenylisocyanobenzene C(=CC1=CC=CC=C1)C1=CC=C(C=C1)C1=C(C=CC=C1)[N+]#[C-]